1-(3-chloro-4-fluorophenyl)-8,11-dimethyl-1,2,3,5,6,7,8,11-octahydro-9H-14,16-etheno-13,10-(metheno)pyrido[4,3-e][1,4,10,11,14]oxatetraazacycloheptadecin-9-one ClC=1C=C(C=CC1F)N1CCOCCCN(C(C=2N(N=C(C3=CC4=C1C=CN=C4C=C3)C2)C)=O)C